2-((S)-4-(4-chlorophenyl)-2,3,9-trimethyl-6H-thieno[3,2-f][1,2,4]triazolo[4,3-a][1,4]diazepin-6-yl)-N-((2-(2,6-dioxopiperidin-3-yl)-7-fluoro-1,3-dioxoisoindolin-5-yl)methyl)acetamide ClC1=CC=C(C=C1)C1=N[C@H](C=2N(C3=C1C(=C(S3)C)C)C(=NN2)C)CC(=O)NCC=2C=C3C(N(C(C3=C(C2)F)=O)C2C(NC(CC2)=O)=O)=O